Tert-butyl (3R)-4-(4-bromo-2,6-difluorobenzoyl)-3-(hydroxymethyl)piperazine-1-carboxylate BrC1=CC(=C(C(=O)N2[C@H](CN(CC2)C(=O)OC(C)(C)C)CO)C(=C1)F)F